2-hydroxy-3-pyrimidin-2-yl-2H-furan OC1OC=CC1C1=NC=CC=N1